FC1C(C1)C(=O)NC=1N=C2N(C=C(C=C2)C2=C(C(=CC=C2)F)OC)C1 2-fluoro-N-(6-(3-fluoro-2-methoxyphenyl)imidazo[1,2-a]pyridin-2-yl)cyclopropanecarboxamide